C(C)S(=O)(=O)N[C@@H]1[C@@H](N(C[C@@H]1F)C(=O)N(C)C)CC=1C=C(C=CC1)C1=CC(=CC=C1)F (2S,3R,4S)-3-[(ethanesulfonyl)amino]-4-fluoro-2-[(3'-fluoro[1,1'-biphenyl]-3-yl)methyl]-N,N-dimethylpyrrolidine-1-carboxamide